4-(2,4-difluorophenyl)piperidin-4-ylcarbamate FC1=C(C=CC(=C1)F)C1(CCNCC1)NC([O-])=O